(2S)-N-(4-(cyclopropylamino)-3,4-dioxo-1-((S)-2-oxopyrrolidin-3-yl)butan-2-yl)-2-((R)-3-(2,4-difluorophenyl)pentanamido)-4,4-dimethylpentanamide C1(CC1)NC(C(C(C[C@H]1C(NCC1)=O)NC([C@H](CC(C)(C)C)NC(C[C@@H](CC)C1=C(C=C(C=C1)F)F)=O)=O)=O)=O